4-((2S,5R,M)-2,5-dimethylpiperazin-1-yl)-6-fluoro-7-(2-fluorophenyl)-1-(2-isopropyl-4-methylpyridin-3-yl)pyrido[2,3-d]Pyrimidin-2(1H)-one C[C@@H]1N(C[C@H](NC1)C)C=1C2=C(N(C(N1)=O)C=1C(=NC=CC1C)C(C)C)N=C(C(=C2)F)C2=C(C=CC=C2)F